CC=1C=CC(=NC1)O[C@@H]1CN(CC1)C=1C(=NC(=CC1)OC1=C(C=CC=C1)C)CO (S)-(3-(3-(5-methylpyridin-2-yloxy)pyrrolidin-1-yl)-6-(o-tolyloxy)pyridin-2-yl)methanol